pentabromophenylethane BrC(C(C1=CC=CC=C1)(Br)Br)(Br)Br